ClC1=C(C=C(C(=O)N2CC=3N=C(N(C(C3C[C@H]2C)=O)C2=NN3C(C(NCC3)=O)=C2)NC(C)C)C=C1)C(F)(F)F (R)-7-(4-Chloro-3-(trifluoromethyl)benzoyl)-2-(isopropylamino)-6-methyl-3-(4-oxo-4,5,6,7-tetrahydropyrazolo[1,5-a]pyrazin-2-yl)-5,6,7,8-tetrahydropyrido[3,4-d]pyrimidin-4(3H)-one